C1(CC1)C=1C=NC(=NC1)N1CCC(CC1)C(C)OC=1SC2=NC(=CC=C2N1)Br 2-(1-(1-(5-cyclopropylpyrimidin-2-yl)piperidin-4-yl)ethoxy)-5-bromothiazolo[5,4-b]pyridine